C1(=CC=CC=C1)N1C2=CC=CC=C2C=2C=C(C=CC12)C=1C=CC=2N(C3=CC=CC=C3C2C1)C1=NC2=CC=CC=C2C=N1 9-phenyl-9'-(quinazolin-2-yl)-9H,9'H-3,3'-bicarbazole